N1=NNC=2N=C(N=CC21)C=2C=CC(=C(C(=O)OC)C2)F methyl 5-(3H-[1,2,3]triazolo[4,5-d]pyrimidin-5-yl)-2-fluorobenzoate